11-Hexadecen CCCCCCCCCCC=CCCCC